F[P-](F)(F)(F)(F)F.N1(N=NC2=C1C=CC=C2)OP(N(C)C)(N(C)C)N(C)C benzotriazol-1-yloxy-tris(dimethylamino)-phosphine hexafluorophosphate